O=C1NC(CC[C@H]1N1C(C2=CC=C(C=C2C1)O[C@@H]1[C@@H](CCCC1)N1CC(C1)C1=CC(=NC=C1)C#N)=O)=O |&1:6| Rac-4-(1-((cis)-2-((2-(2,6-dioxopiperidin-3-yl)-1-oxo-isoindolin-5-yl)oxy)cyclohex-yl)azetidin-3-yl)picolinonitrile